OC(C(C=O)C(C)C)CC 3-hydroxy-2-isopropylvaleraldehyde